2,6-difluoro-aniline FC1=C(N)C(=CC=C1)F